(±)-1-(1-benzothiophen-5-ylmethyl)-8-{[(trans)-3-hydroxycyclopentyl]amino}-3,7-dimethyl-2,3,6,7-tetrahydro-1H-purine-2,6-dione S1C=CC2=C1C=CC(=C2)CN2C(N(C=1N=C(N(C1C2=O)C)N[C@@H]2C[C@H](CC2)O)C)=O |r|